ClC1=CC(=C(C=C1)C=1C=2N(N=C(C1)[C@H]1C[C@H](OCC1)C1=CC(=NC=C1)OC)C(C(=C(N2)C)C)=O)F 9-(4-chloro-2-fluoro-phenyl)-7-[(2S,4R)-2-(2-methoxy-4-pyridyl)tetrahydropyran-4-yl]-2,3-dimethyl-pyrimido[1,2-b]pyridazin-4-one